O=C1N[C@H]2[C@@H](OC1)CCN(C2)C(=O)N2CC(C2)OC=2C=C(C(=O)NCCNC(OC(C)(C)C)=O)C=CC2 tert-Butyl (2-(3-((1-((4aR,8aS)-3-oxooctahydro-2H-pyrido[4,3-b][1,4]oxazine-6-carbonyl)azetidin-3-yl)oxy)benzamido)ethyl)carbamate